FC(C(=O)O)(F)F.C1NCC12CCN(CC2)C2=CC=CC=1N(C(N(C12)C)=O)C1C(NC(CC1)=O)=O 3-(4-{2,7-Diazaspiro[3.5]nonan-7-yl}-3-methyl-2-oxo-1,3-benzodiazol-1-yl)piperidine-2,6-dione trifluoroacetate